3-chloro-5-((4-(difluoromethoxy)-6-oxo-1,6-dihydropyrimidin-5-yl)oxy)benzonitrile ClC=1C=C(C#N)C=C(C1)OC1=C(N=CNC1=O)OC(F)F